CC1=C2NCCN(C2=CC=C1)C1=CC2=C(N=CN=C2)N(C1=O)C1=CC=C(C=C1)OC1COC1 6-(5-methyl-3,4-dihydro-2H-quinoxalin-1-yl)-8-[4-(oxetan-3-yloxy)phenyl]pyrido[2,3-d]pyrimidin-7-one